N-[(1S)-2-[[(1S)-2-[[(1S)-1-cyano-2-[(3S)-2-oxopyrrolidin-3-yl]ethyl]amino]-1-(cyclopropylmethyl)-2-oxo-ethyl]amino]-1-(1-naphthylmethyl)-2-oxo-ethyl]pyrazine-2-carboxamide C(#N)[C@H](C[C@H]1C(NCC1)=O)NC([C@H](CC1CC1)NC([C@H](CC1=CC=CC2=CC=CC=C12)NC(=O)C1=NC=CN=C1)=O)=O